C12CNCC(N1C1=CC=C(C=N1)C=1C=3N(C=C(C1)C=1C=NN(C1)C)N=CC3C#N)C2 4-(6-(3,6-diazabicyclo[3.1.1]heptan-6-yl)pyridin-3-yl)-6-(1-methyl-1H-pyrazol-4-yl)pyrazolo[1,5-a]pyridine-3-carbonitrile